tert-butyl (S)-6-(4-(2-fluorophenyl)-7-(5-methyl-1-(methylamino)-1-oxohexan-3-yl)-6,7-dihydro-5H-pyrrolo[2,3-d]pyrimidin-2-yl)-2,6-diazaspiro[3.4]octane-2-carboxylate FC1=C(C=CC=C1)C=1C2=C(N=C(N1)N1CC3(CN(C3)C(=O)OC(C)(C)C)CC1)N(CC2)[C@H](CC(=O)NC)CC(C)C